BrC1=CC(=C(C(=C1)Cl)NC(=O)C=1N(N=C(C1)CN1N=CC(=N1)C(F)(F)F)C1=NC=CC=C1Cl)C(N)=O N-(4-bromo-2-carbamoyl-6-chloro-phenyl)-2-(3-chloro-2-pyridyl)-5-[[4-(trifluoromethyl)triazol-2-yl]methyl]pyrazole-3-carboxamide